benzyl ((4-(((S)-2-((R)-2-amino-4-phenylbutanamido)propanamido)methyl)phenyl)(imino)methyl)carbamate N[C@@H](C(=O)N[C@H](C(=O)NCC1=CC=C(C=C1)C(=N)NC(OCC1=CC=CC=C1)=O)C)CCC1=CC=CC=C1